(6aS,6a'S)-3,3'-((pyridine-2,6-diylbis(methylene))bis(oxy))-bis(2-methoxy-8-(4-methoxyphenyl)-9,10-dihydrobenzo[e]pyrido[1,2-a][1,4]diazepin-12(6aH)-one) N1=C(C=CC=C1COC=1C(=CC2=C(N=C[C@H]3N(C2=O)CCC(=C3)C3=CC=C(C=C3)OC)C1)OC)COC=1C(=CC3=C(N=C[C@H]2N(C3=O)CCC(=C2)C2=CC=C(C=C2)OC)C1)OC